BrC=1C=CC(=C(OCCN2CC(OCC2)C(=O)O)C1)C=1OC2=C(C=CC=C2C(C1)=O)Cl 4-[2-[5-bromo-2-(8-chloro-4-oxo-chromen-2-yl)phenoxy]ethyl]morpholine-2-carboxylic acid